2-((2-chlorobenzyl)thio)-6-oxo-4-(4-(trifluoromethoxy)phenyl)-1,6-dihydropyrimidine-5-carbonitrile ClC1=C(CSC=2NC(C(=C(N2)C2=CC=C(C=C2)OC(F)(F)F)C#N)=O)C=CC=C1